O=C(CCOC[C@H](C)NC1=C(C(NN=C1)=O)C(F)(F)F)N1CCN(CC1)C1=CN=C(S1)C(F)(F)F (S)-5-((1-(3-Oxo-3-(4-(2-(trifluoromethyl)thiazol-5-yl)piperazin-1-yl)propoxy)propan-2-yl)amino)-4-(trifluoromethyl)pyridazin-3(2H)-one